(S)-5-chloro-2-fluoro-N-(thiazol-4-yl)-4-((1-(2,4,5-trifluorophenyl)ethyl)amino)benzenesulfonamide ClC=1C(=CC(=C(C1)S(=O)(=O)NC=1N=CSC1)F)N[C@@H](C)C1=C(C=C(C(=C1)F)F)F